NC=1C=NN(C1)CCN(CCN(C(OC(C)(C)C)=O)C1=CC(=C(C=C1)C)C1=NC(=NC=C1Cl)Cl)C(=O)OC(C)(C)C tert-butyl (2-((2-(4-amino-1H-pyrazol-1-yl)ethyl)(tert-butoxycarbonyl)amino)ethyl)(3-(2,5-dichloropyrimidin-4-yl)-4-methylphenyl)carbamate